tert-Butyl (4-((2-(cyclopentylamino)-5-nitropyrimidin-4-yl)amino)butan-2-yl)carbamate C1(CCCC1)NC1=NC=C(C(=N1)NCCC(C)NC(OC(C)(C)C)=O)[N+](=O)[O-]